C12N(CC(NC1)CC2)C=2C1=C(N=C(N2)OC([2H])([2H])C23CCCN3CCC2)C(=C(N=C1)C=1C=C(C=CC1C(F)(F)F)O)F 3-(4-(2,5-diazabicyclo[2.2.2]octan-2-yl)-8-fluoro-2-((tetrahydro-1H-pyrrolizin-7a(5H)-yl)methoxy-d2)pyrido[4,3-d]pyrimidin-7-yl)-4-(trifluoromethyl)phenol